FC(C1=CC=C(N=N1)[C@@H](C)NC1CCC1)(F)F (R)-N-(1-(6-(trifluoromethyl)-pyridazin-3-yl)ethyl)cyclobutan-amine